C1=CC=CC2=C1N1[C@@H](CNS2(=O)=O)CCC1 (R)-6,7,7a,8,9,10-hexahydrobenzo[f]pyrrolo[2,1-d][1,2,5]thiadiazepine 5,5-dioxide